1-(2-(1H-pyrrolo[3,2-b]pyridine-7-carbonyl)-2-azaspiro[3.3]heptan-6-yl)-3-(3-(trifluoromethyl)phenyl)urea N1C=CC2=NC=CC(=C21)C(=O)N2CC1(C2)CC(C1)NC(=O)NC1=CC(=CC=C1)C(F)(F)F